propyl 4-(((3R,6S)-1-(2-cyanoacetyl)-6-methylpiperidin-3-yl)amino)-1H-pyrrolo[2,3-b]pyridine-5-carboxylate C(#N)CC(=O)N1C[C@@H](CC[C@@H]1C)NC1=C2C(=NC=C1C(=O)OCCC)NC=C2